2,6-diethyl-9,10-bis(isopropoxycarbonyloxy)anthracene (2S,5R)-2-(N-(3-Aminocyclohexyl)carbamimidoyl)-7-oxo-1,6-diazabicyclo[3.2.1]octan-6-yl-hydrogensulfate NC1CC(CCC1)NC(=N)[C@H]1N2C(N([C@H](CC1)C2)OS(=O)(=O)O)=O.C(C)C2=CC1=C(C3=CC=C(C=C3C(=C1C=C2)OC(=O)OC(C)C)CC)OC(=O)OC(C)C